N-(9-((2R,3R,4R,5S)-4-amino-3-(tert-butyldimethylsilyloxy)-5-(hydroxymethyl)-tetrahydrofuran-2-yl)-6-oxo-6,9-dihydro-1H-purin-2-yl)isobutyramide N[C@H]1[C@H]([C@@H](O[C@@H]1CO)N1C=2N=C(NC(C2N=C1)=O)NC(C(C)C)=O)O[Si](C)(C)C(C)(C)C